C(C(C1C(C(C(C(O1)O)O)O)O)O)O alpha-D-glucoheptose